N,N-Dimethyloctylamine N-oxide C[N+](C)(CCCCCCCC)[O-]